BrC1=C(C=NC=C1)OCCCO[Si](C)(C)C(C)(C)C 4-bromo-3-(3-((tert-butyldimethylsilyl)oxy)propoxy)pyridine